4-((4-([1,2,4]triazolo[1,5-a]pyridin-7-yloxy)-3-methylphenyl)amino)quinazolin-6-ol N=1C=NN2C1C=C(C=C2)OC2=C(C=C(C=C2)NC2=NC=NC1=CC=C(C=C21)O)C